1-(2-chloro-5-(9-(2-hydroxyethyl)-3-azaspiro[5.5]undecan-3-carbonyl)phenyl)dihydropyrimidine-2,4(1H,3H)-dione ClC1=C(C=C(C=C1)C(=O)N1CCC2(CC1)CCC(CC2)CCO)N2C(NC(CC2)=O)=O